FC1=C(C=C2C=NC(=NC2=C1)N1CCOCC1)C=C 4-(7-Fluoro-6-vinylquinazolin-2-yl)morpholine